1,1-dimethyl-1-ethylamine CC(C)(C)N